[Pd].C(C)(C)(C)P(C(C)(C)C)C(C)(C)C.C(C)(C)(C)P(C(C)(C)C)C(C)(C)C bis(tri-(t-butyl)phosphine) palladium (0)